OC[C@H](C1=CC=CC=C1)N1C(C2=CC(=CC=C2C1)C1=NC(=NC=C1)NC1=CC=NN1C)=O (S)-2-(2-hydroxy-1-phenylethyl)-6-(2-((1-methyl-1H-pyrazol-5-yl)amino)pyrimidin-4-yl)isoindolin-1-one